ClC1=CC(=CC(=N1)N1C(C2=CC(=CC=C2C1)C1(COC1)CC1=NN=CN1C)=O)CN1CCCCC1 2-(6-Chloro-4-(piperidin-1-ylmethyl)pyridin-2-yl)-6-(3-((4-methyl-4H-1,2,4-triazol-3-yl)methyl)oxetan-3-yl)isoindolin-1-one